ClC1=C(N(C(C2=C(C=CC=C12)C(=O)N)=O)C1=CC=CC=C1)[C@H](C)NC=1C2=C(N=CN1)NC=CC2=O (S)-4-chloro-1-oxo-3-(1-((5-oxo-5,8-dihydropyrido[2,3-d]pyrimidin-4-yl)amino)ethyl)-2-phenyl-1,2-dihydroisoquinoline-8-carboxamide